2-aminoethoxyethanol C(COCCO)N